4-((3,4-dichloro-2-fluorophenyl)amino)-7-methoxyquinazolin-6-yl acetate C(C)(=O)OC=1C=C2C(=NC=NC2=CC1OC)NC1=C(C(=C(C=C1)Cl)Cl)F